FC1=C(C=CC(=C1)C#CC1=CC=C(C=C1)CN1CC2C(C1)COC2)C(CC2=C(C(NC=N2)=O)O)CN[C@H](CF)C 6-(2-(2-fluoro-4-((4-((tetrahydro-1H-furo[3,4-c]pyrrol-5(3H)-yl)methyl)phenyl)ethynyl)phenyl)-3-(((S)-1-fluoropropan-2-yl)amino)propyl)-5-hydroxypyrimidin-4(3H)-one